NC1=NC(=C2N=C(N(C2=N1)CC(=O)NC1=CC(=NN1CC)C)CC#C)NC1=CC=C(C=C1)F 2-(2-amino-6-((4-fluorophenyl)amino)-8-(prop-2-yn-1-yl)-9H-purin-9-yl)-N-(1-ethyl-3-methyl-1H-pyrazol-5-yl)acetamide